N[C@]1(CN(CC1)C1=C(C=NC=C1C1=NC2=C(N1)C=CC=C2C)C=2C=C(C#N)C=C(C2)F)CO 3-{4-[(3R)-3-Amino-3-(hydroxymethyl)pyrrolidin-1-yl]-5-(4-methyl-1H-1,3-benzodiazol-2-yl)pyridin-3-yl}-5-fluorobenzonitril